4-((2-fluoro-3-methoxypropyl)(4-(5,6,7,8-tetrahydro-1,8-naphthyridin-2-yl)butyl)amino)-2-(pyrimidin-4-ylamino)butyric acid FC(CN(CCC(C(=O)O)NC1=NC=NC=C1)CCCCC1=NC=2NCCCC2C=C1)COC